NC=1N=C2OC3=C(N2C(N1)=O)C=CC=C3 2-Amino-[1,3,5]triazino[2,1-b][1,3]-benzoxazol-4-on